O=C1CC2(C1)CCN(CC2)C2=CC=C(C(=O)OC)C=C2 Methyl 4-(2-oxo-7-azaspiro[3.5]nonan-7-yl)benzoate